tert-butyl (R)-7-(3-amino-4-(phenylthio)butyl)-2,7-diazaspiro[3.5]nonane-2-carboxylate N[C@H](CCN1CCC2(CN(C2)C(=O)OC(C)(C)C)CC1)CSC1=CC=CC=C1